NC1=NC2=NC=C(N=C2C(N1)=O)CNC1=CC=C(C(=O)N[C@@H](CCC(NCC#C)=O)C(=O)O)C=C1 N2-(4-(((2-amino-4-oxo-3,4-dihydropteridin-6-yl)methyl)amino)benzoyl)-N5-(prop-2-yn-1-yl)-L-glutamine